[Cd+2].C(C1=CC=CC=C1)(=O)[O-].C(C1=CC=CC=C1)(=O)[O-] dibenzoic acid, cadmium salt